COC=1C=C2CCN(CC2=CC1NC=1N=CC2=C(N1)N(C=C2)C=2C(=NC=CC2)C)C 6-Methoxy-2-methyl-N-(7-(2-methylpyridin-3-yl)-7H-pyrrolo[2,3-d]pyrimidin-2-yl)-1,2,3,4-tetrahydroisoquinolin-7-amine